(S)-2-amino-4-methyl-1-(4-(3-phenylpyrazolo[1,5-a]pyrimidin-5-yl)piperazin-1-yl)pentan-1-one N[C@H](C(=O)N1CCN(CC1)C1=NC=2N(C=C1)N=CC2C2=CC=CC=C2)CC(C)C